tert-butyl ((3-chloro-1H-indol-5-yl)methyl)carbamate ClC1=CNC2=CC=C(C=C12)CNC(OC(C)(C)C)=O